((3-(3,6-dihydro-2H-pyran-4-yl)-2-(2,2,2-trifluoroethoxy) phenyl) amino) pyrazine-2-carboxylate N1=C(C=NC=C1)C(=O)ONC1=C(C(=CC=C1)C=1CCOCC1)OCC(F)(F)F